FC(OC1=CC=C(C=C1)C=1C=C(C(N(N1)C=1C=NN(C1)C)=O)C(=O)N[C@H](CO)C)F 6-[4-(difluoromethoxy)phenyl]-N-[(2S)-1-hydroxyprop-2-yl]-2-(1-methyl-1H-pyrazol-4-yl)-3-oxo-2,3-dihydropyridazine-4-carboxamide